8-i-propylcarbonyltetracyclo[4.4.0.12,5.17,10]dodec-3-ene C(C)(C)C(=O)C1C2C3C4C=CC(C3C(C1)C2)C4